sulfonyl-3-[(2R)-4,4-difluoro-2-(fluoromethyl)pyrrolidin-1-yl]indazole S(=O)(=O)=C1C2=C(N=NC2=CC=C1)N1[C@H](CC(C1)(F)F)CF